FC(S(=O)(=O)OC1=CC=CC2=C1N=CS2)(F)F 1,3-benzothiazol-4-yl trifluoromethanesulfonate